ethyl 4-bromo-5-ethyl-1-methyl-pyrazole-3-carboxylate BrC=1C(=NN(C1CC)C)C(=O)OCC